C(C)(C)(C)N(C(O)=O)C=1SC(=CN1)C(CN1C[C@H](O[C@@H](C1)C)C)N1C(CCC(C1)(F)F)=O.CC1=C(C=CC=C1C)C(=O)N1CC2(C1)CNC2 (2,3-dimethylphenyl)(2,6-diazaspiro[3.3]heptane-2-yl)methanone tert-butyl-(5-(1-(5,5-difluoro-2-oxopiperidin-1-yl)-2-((2R,6R)-2,6-dimethylmorpholino)ethyl)thiazol-2-yl)carbamate